ClC1=NC(=CC(=C1)C1=C(C=C(C=C1)Cl)C1=NN=CN1C)C1CC1 2-chloro-4-[4-chloro-2-(4-methyl-1,2,4-triazol-3-yl)phenyl]-6-cyclopropyl-pyridine